N1(C[C@@H](CC1)C(=O)ON1C(CCC1=O)=O)C(=O)OCC1=CC=CC=C1 1-benzyl 3-(2,5-dioxopyrrolidin-1-yl) (R)-pyrrolidine-1,3-dicarboxylate